[Br-].OC=C[N+](CC(COCCCCCCCCCCCCCC)OCCCCCCCCCCCCCC)(C)C N-(2-hydroxyethenyl)-N,N-dimethyl-2,3-bis(tetradecyloxy)-1-propanaminium bromide